ClC=1C=C2CCC[C@]3(C2=CC1)CN(C1=C(OC3)C=CC(=C1)C(=O)OC)C[C@H]1[C@@H](CC1)\C=C\OC (S)-methyl 6'-chloro-5-(((1R,2R)-2-((E)-2-methoxyvinyl)cyclobutyl)methyl)-3',4,4',5-tetrahydro-2H,2'H-spiro[benzo[b][1,4]oxazepine-3,1'-naphthalene]-7-carboxylate